Cl.BrC1=CC=CC2=C1OC(CN2)C#C 8-bromo-2-ethynyl-3,4-dihydro-2H-benzo[b][1,4]oxazine hydrochloride